diiodol diisostearate C(CCCCCCCCCCCCCCC(C)C)(=O)O.C(CCCCCCCCCCCCCCC(C)C)(=O)O.[IH]1[IH]CC=C1